2-[6-amino-5-[8-[3-(piperazin-1-ylmethyl)phenyl]-3,8-diazabicyclo[3.2.1]octan-3-yl]pyridazin-3-yl]phenol dihydrochloride Cl.Cl.NC1=C(C=C(N=N1)C1=C(C=CC=C1)O)N1CC2CCC(C1)N2C2=CC(=CC=C2)CN2CCNCC2